2-chloro-N-(5-(2-(((1r,4r)-4-(dimethylamino)cyclohexyl)amino)-8-ethylquinazolin-6-yl)-6-methoxypyridin-2-yl)benzenesulfonamide ClC1=C(C=CC=C1)S(=O)(=O)NC1=NC(=C(C=C1)C=1C=C2C=NC(=NC2=C(C1)CC)NC1CCC(CC1)N(C)C)OC